CNC1CCN(CC1)CC(=O)OCC ethyl 2-(4-(methylamino)piperidin-1-yl)acetate